COC=1C=C2C(=NC=NC2=CC1OC)OC1=CC=C(C=C1)C(C(=O)NC1=CC=C(C=C1)F)(F)F 2-(4-((6,7-dimethoxyquinazolin-4-yl)oxy)phenyl)-2,2-difluoro-N-(4-fluorophenyl)acetamide